OC=1C=C(C2=CC=CC=C2C1)C1=CC2=C(N(C=N2)C2CN(C2)C(C=C)=O)C=C1 1-(3-(5-(3-hydroxynaphthalen-1-yl)-1H-benzo[d]imidazol-1-yl)azetidin-1-yl)prop-2-en-1-one